{2-amino-2-[3-chloro-4-(3,3-dimethyl-butyl)phenyl]cyclohexyl}methanol (2S,3S)-2,3-bis-benzoyloxy-succinate C(C1=CC=CC=C1)(=O)O[C@H](C(=O)O)[C@@H](C(=O)O)OC(C1=CC=CC=C1)=O.NC1(C(CCCC1)CO)C1=CC(=C(C=C1)CCC(C)(C)C)Cl